C(CCC)N1C(C2=C(C(=C1)C=1C=C(C(=O)N(C)C)C=CC1)C=CN2)=O 3-(6-butyl-7-oxo-1H-pyrrolo[2,3-c]pyridin-4-yl)-N,N-dimethyl-benzamide